O=C(CC(=O)O)N1CC(NC2=CC=CC=C12)=O 3-oxo-3-(3-oxo-3,4-dihydroquinoxalin-1(2H)-yl)propanoic acid